C1(=CC=CC=C1)N1C2=CC=C(C=C2C=2C=C(C=CC12)C=1C=CC=2N(C3=CC=CC=C3C2C1)C1=CC=CC=C1)B1OC(C(O1)(C)C)(C)C 9,9'-diphenyl-6-(4,4,5,5-tetramethyl-[1,3,2]dioxaborolan-2-yl)-9H,9'H-[3,3']bicarbazolyl